3,5,7-trichloroquinoline-8-carboxylic acid ClC=1C=NC2=C(C(=CC(=C2C1)Cl)Cl)C(=O)O